N-((4-(methylamino)phenyl)(p-tolyl)methyl)-2-oxo-6-(trifluoromethyl)-1,2-dihydropyridine-3-carboxamide CNC1=CC=C(C=C1)C(NC(=O)C=1C(NC(=CC1)C(F)(F)F)=O)C1=CC=C(C=C1)C